CN1C(C(=C(C=C1)[O-])NC(N[C@@H](CC(=O)[O-])C1=NC(=CC=C1)C1=CC=CC=C1)=O)=O.[Na+].[Na+] Natrium (S)-3-(3-(1-Methyl-4-oxido-2-oxo-1,2-dihydropyridin-3-yl)ureido)-3-(6-phenylpyridin-2-yl)propanoat